oxalic acid phosphate lithium salt [Li+].P(=O)([O-])([O-])[O-].C(C(=O)O)(=O)O.[Li+].[Li+]